((4-(((1R,3S,4S)-4-amino-3-fluorocyclohexyl)amino)-5-trifluoromethylpyrimidin-2-yl)amino)picolinamide N[C@@H]1[C@H](C[C@@H](CC1)NC1=NC(=NC=C1C(F)(F)F)NC=1C(=NC=CC1)C(=O)N)F